C=C1CC=C(C=C1)Cl 4-methylene-chlorobenzene